1-(4-(chloromethyl)phenyl)-4-isopropylpiperazine ClCC1=CC=C(C=C1)N1CCN(CC1)C(C)C